OC1=CC=NC2=C(C(=CC=C12)C1=C2C=C(C(=CC2=CC2=C1C(OC2)=O)OC)OC)C 9-(4-hydroxy-8-methylquinolin-7-yl)-6,7-dimethoxynaphtho[2,3-c]furan-1(3H)-one